ClC1=CC=C(C(=N1)C(=O)OC)N[C@H](C)C1=C2N=C(C(=NC2=CC(=C1)C)C#N)N1C[C@@]2(CC2C1)C(F)(F)F methyl 6-chloro-3-(((1R)-1-(2-cyano-7-methyl-3-((1S)-1-(trifluoromethyl)-3-azabicyclo[3.1.0]hexan-3-yl)quinoxalin-5-yl)ethyl)amino)picolinate